[Li+].[Li+].C(C)(C)C1CC(C(CC1)C(=O)[O-])C(=O)[O-] 4-isopropylcyclohexane-1,2-dicarboxylic acid dilithium salt